CN(C/C=C/C(=O)N1CCN(CC1)C=1N=CC2=C(N1)C(=CC=N2)C2=C(C=1C(NCCC1N2)=O)NC2=C(C(=CC=C2)F)OC)C 2-(2-{4-[(2E)-4-(dimethylamino)but-2-enoyl]piperazin-1-yl}pyrido[3,2-d]pyrimidin-8-yl)-3-[(3-fluoro-2-methoxyphenyl)amino]-1H,5H,6H,7H-pyrrolo[3,2-c]pyridin-4-one